FC1=C(C(=CC=C1)C=1C=NN(C1)C)C=1N=C2N(C=CC(=C2)C(=O)OC)C1 Methyl 2-(2-fluoro-6-(1-methyl-1H-pyrazol-4-yl)phenyl)imidazo[1,2-a]pyridine-7-carboxylate